FC(=CCC[C@@]1(OC2=C(C(=C(C(=C2CC1)C)O)C)C)C)F (S)-2-(4,4-difluorobut-3-en-1-yl)-2,5,7,8-tetramethylchroman-6-ol